sodium dodecylphenyl phosphate P(=O)(OC1=C(C=CC=C1)CCCCCCCCCCCC)([O-])[O-].[Na+].[Na+]